(6S,9R)-N-(4-(5-(((tert-butyldimethylsilyl)oxy)methyl)pyridin-3-yl)-5-chloro-2-fluorophenyl)-3-oxo-3,5,6,7,8,9-hexahydro-2H-6,9-epiminocyclohepta[c]pyridazine-10-carboxamide [Si](C)(C)(C(C)(C)C)OCC=1C=C(C=NC1)C1=CC(=C(C=C1Cl)NC(=O)N1[C@@H]2CC=3C(=NNC(C3)=O)[C@H]1CC2)F